8-fluoro-5-methyl-3-((6-methylpyridin-2-yl)methyl)-7-(pyrrolidin-1-ylmethyl)-3,5-dihydro-4H-pyridazino[4,5-b]indol-4-one FC1=CC=2C3=C(N(C2C=C1CN1CCCC1)C)C(N(N=C3)CC3=NC(=CC=C3)C)=O